N-(4,5-Dimethylthiazol-2-yl)-2-methylbenzamide CC=1N=C(SC1C)NC(C1=C(C=CC=C1)C)=O